N-{5-[(3-chlorophenyl)carbamoyl]-1,3,4-thiadiazol-2-yl}-4-(2-fluoro-6-methoxyphenyl)-6-methylpyridine-3-carboxamide ClC=1C=C(C=CC1)NC(=O)C1=NN=C(S1)NC(=O)C=1C=NC(=CC1C1=C(C=CC=C1OC)F)C